(R)-t-butylsulfinamide C(C)(C)(C)[S@@](=O)N